disuccinimide sulfate S(=O)(=O)(O)O.C1(CCC(N1)=O)=O.C1(CCC(N1)=O)=O